ClC=1C=CC(=C(C(=O)OC)C1)NC(CC(C)=O)=O methyl 5-chloro-2-(3-oxobutanoylamino)benzoate